3,3-diethyl-8-(2-hydroxy-2-methoxypropoxy)-7-(methylsulfanyl)-5-phenyl-2,3,4,5-tetrahydro-1,5-benzothiazepine 1,1-dioxide C(C)C1(CS(C2=C(N(C1)C1=CC=CC=C1)C=C(C(=C2)OCC(C)(OC)O)SC)(=O)=O)CC